The molecule is a 3alpha-hydroxy steroid and a 7alpha-hydroxy steroid. It has a role as a human metabolite and a mouse metabolite. It derives from a hydride of a 5beta-cholestane. C[C@H](CCCC(C)C)[C@H]1CC[C@@H]2[C@@]1(CC[C@H]3[C@H]2[C@@H](C[C@H]4[C@@]3(CC[C@H](C4)O)C)O)C